C1(=CCCCC1)C1=C(C(=NC(=N1)N1C[C@@H](O[C@@H](C1)C)C=1C=NN(C1)C1CC1)C(=O)OCC)C1OCCO1 ethyl 6-(cyclohexen-1-yl)-2-[(2S,6R)-2-(1-cyclopropylpyrazol-4-yl)-6-methyl-morpholin-4-yl]-5-(1,3-dioxolan-2-yl)pyrimidine-4-carboxylate